(R)-1-(3,4-dihydroxyphenyl)-2-chloro-ethanol OC=1C=C(C=CC1O)[C@H](CCl)O